alpha-Terpinyl cinnamate CC1=CCC(CC1)C(C)(C)OC(=O)/C=C/C2=CC=CC=C2